(R)-3-(4-chloro-1H-pyrazol-1-yl)-10-methyl-9,10,11,12-tetrahydro-8H-[1,4]diazepino[5',6':4,5]thieno[3,2-f]quinolin-8-one ClC=1C=NN(C1)C1=NC=2C=CC3=C(C2C=C1)C1=C(S3)C(N[C@@H](CN1)C)=O